(S)-1-(4-((5-(2-(2-(difluoromethyl)phenyl)-5-(1H-pyrazol-1-yl)-3H-imidazo[4,5-b]pyridin-3-yl)-2,3-dihydro-1H-inden-1-yl)amino)piperidin-1-yl)prop-2-en-1-one FC(C1=C(C=CC=C1)C1=NC=2C(=NC(=CC2)N2N=CC=C2)N1C=1C=C2CC[C@@H](C2=CC1)NC1CCN(CC1)C(C=C)=O)F